C(C)(C)(C)OC(=O)N(C1C2CN(C1C2)C(=O)[O-])C2=C(C(=NC1=C(C(=NC=C21)Cl)F)SC)I 5-((tert-butoxycarbonyl)(7-chloro-8-fluoro-3-iodo-2-(methylthio)-1,6-naphthyridin-4-yl)amino)-2-azabicyclo[2.1.1]hexane-2-carboxylate